propan-3,3-d CCC([2H])[2H]